[O-]CCC.[Mg+2].[O-]CCC magnesium n-propoxide